Cl.NC(C(=O)N1C2COCC1CN(C2)C(=O)NC2=NC(N(C=C2)C2=CC=C(C=C2)CN2CCC(CC2)N)=O)(C)C 9-(2-Amino-2-methylpropanoyl)-N-(1-(4-((4-aminopiperidin-1-yl)methyl)phenyl)-2-oxo-1,2-dihydropyrimidin-4-yl)-3-oxa-7,9-diazabicyclo[3.3.1]nonane-7-carboxamide hydrochloride salt